CN1N=C(C(=C1)NC1=NC=C(C(=N1)N1C=C(C=2C1=NC=C(C2)NC(\C=C\CN2CCOCC2)=O)C)F)C (E)-N-[1-[2-[(1,3-dimethylpyrazol-4-yl)amino]-5-fluoro-pyrimidin-4-yl]-3-methyl-pyrrolo[2,3-b]pyridin-5-yl]-4-morpholino-but-2-enamide